[Na+].C(=O)([O-])CNC(=O)N1C2=CC=C(C=C2SC=2C=C(C=CC12)N(C)C)N(C)C 10-(carboxymethylaminocarbonyl)-3,7-bis(dimethylamino)phenothiazine, sodium salt